N,N-diethylbutylenediamine C(C)N(CCCCN)CC